C(C=C)(=O)N[C@H]1CN(CCC1)CC1=CC=CC(=N1)C(=O)NC1=CC=C(C=C1)C1=CC2=C(N=CN=C2N2CCOCC2)N1 (R)-6-((3-acrylamidopiperidin-1-yl)methyl)-N-(4-(4-morpholino-7H-pyrrolo[2,3-d]pyrimidin-6-yl)phenyl)picolinamide